2',2'',3',3'',5',5'',6',6''-Octafluoro-1,1':4',1'':4'',1'''-quaterphenyl FC1=C(C(=C(C(=C1F)C1=C(C(=C(C(=C1F)F)C1=CC=CC=C1)F)F)F)F)C1=CC=CC=C1